(S)-2-((4-(3-((4-chloro-2-fluorobenzyl)oxy)phenyl)-3,6-dihydropyridin-1(2H)-yl)methyl)-1-(oxetan-2-ylmethyl)-1H-benzo[d]imidazole-6-carboxylic acid ClC1=CC(=C(COC=2C=C(C=CC2)C=2CCN(CC2)CC2=NC3=C(N2C[C@H]2OCC2)C=C(C=C3)C(=O)O)C=C1)F